4-amino-1-cyclopropylpyrazole NC=1C=NN(C1)C1CC1